[2-(tert-butoxycarbonylamino)ethyl-[8-(1-octylnonyloxy)-8-oxo-octyl]amino]octanoic acid 2-methylnonyl ester CC(COC(C(CCCCCC)N(CCCCCCCC(=O)OC(CCCCCCCC)CCCCCCCC)CCNC(=O)OC(C)(C)C)=O)CCCCCCC